tert-butyl ((5-(1-fluoroethyl)pyridin-2-yl)methyl)((R)-1-(2-fluorophenyl)ethyl)carbamate FC(C)C=1C=CC(=NC1)CN(C(OC(C)(C)C)=O)[C@H](C)C1=C(C=CC=C1)F